3,3-dimethyl-2-oxo-indoline-1-carboxylic acid tert-butyl ester C(C)(C)(C)OC(=O)N1C(C(C2=CC=CC=C12)(C)C)=O